FC1(CCC(CC1)CN1C=CC2=CC(=CC=C12)C(C(=O)N)=C)F (1-((4,4-difluorocyclohexyl)methyl)-1H-indol-5-yl)acrylamide